ClC(SN(C1=CC=C(C=C1)C)S(=O)(=O)N(C)C)(F)Cl Dichloro-N-[(dimethylamino)-sulphonyl]-fluoro-N-(p-tolyl)-methanesulphenamide